(R)-4-((4-(4-(2-((tert-butyldiphenylsilyl)oxy)ethyl)piperazin-1-yl)-4-oxo-1-(phenylthio)butan-2-yl)amino)-3-((trifluoromethyl)sulfonyl)benzenesulfonamide [Si](C1=CC=CC=C1)(C1=CC=CC=C1)(C(C)(C)C)OCCN1CCN(CC1)C(C[C@H](CSC1=CC=CC=C1)NC1=C(C=C(C=C1)S(=O)(=O)N)S(=O)(=O)C(F)(F)F)=O